C(#N)C[C@H]1CN(CCN1C(C(=C)F)=O)C1=CC(=NC=2CN(CCC12)C1=CC=CC2=CC=CC(=C12)C)C(=O)N[C@@H](CN(C)C)C 4-((S)-3-(cyanomethyl)-4-(2-fluoroacryloyl)piperazin-1-yl)-N-((R)-1-(dimethylamino)propan-2-yl)-7-(8-methylnaphthalen-1-yl)-5,6,7,8-tetrahydro-1,7-naphthyridine-2-carboxamide